2-(Hydroxymethyl)butane-1,4-diol OCC(CO)CCO